[Se](=O)([O-])[O-].[Na+].N[C@@H](CC[Se]C)C(=O)O.[Na+] L-selenomethionine sodium selenite